3-acetyl-7-bromoquinoxalin-2(1H)-one C(C)(=O)C=1C(NC2=CC(=CC=C2N1)Br)=O